BrC1=C(C=C(C(=C1OCCBr)Br)OC)OC 2,4-Dibromo-3-(2-bromoethoxy)-1,5-dimethoxybenzene